C1(CC1)C1(OC2=C(C1)C=C(C(=C2)N2CCOCC2)NC(=O)C=2C=NN1C2N=CC=C1)C N-(2-cyclopropyl-2-methyl-6-morpholino-3H-benzofuran-5-yl)pyrazolo[1,5-a]pyrimidine-3-carboxamide